6-fluoro-7-{3-[(4-methylpyridin-2-yl)carbamoyl]azetidin-1-yl}-4-oxo-1-(1,2,4-thiadiazol-5-yl)-1,4-dihydro-1,8-naphthyridine-3-carboxylic acid FC=1C=C2C(C(=CN(C2=NC1N1CC(C1)C(NC1=NC=CC(=C1)C)=O)C1=NC=NS1)C(=O)O)=O